N1=NC=C(C=C1)C1=CC(=C2C=NNC2=C1)NCCOCCCCNCC=1C=C(C=C(C1)OC(F)(F)F)CC#N 2-(3-(((4-(2-((6-(pyridazin-4-yl)-1H-indazol-4-yl)amino)ethoxy)butyl)amino)methyl)-5-(trifluoromethoxy)phenyl)acetonitrile